FC(C1CCC(CC1)CN1C=CC2=CC(=CC=C12)NC(C=C)=O)(F)F N-(1-((4-(trifluoromethyl)-cyclohexyl)methyl)-1H-indol-5-yl)acrylamide